N[C@H]1C[C@@H](CC1)NC1=NC=C2C=C(N=C(C2=C1)NC(C)C)C#N 7-(((1R,3R)-3-aminocyclopentyl)amino)-1-(isopropylamino)-2,6-naphthyridine-3-carbonitrile